NC1=NC2=C(C3=C(N=CC=C13)C)C=C(C=C2)C(=O)O 5-amino-1-methylbenzo[c]-[2,6]naphthyridine-9-carboxylic acid